4-benzyl-2-(2-methoxy-2-oxoethyl)piperazine-1-carboxylic acid tert-butyl ester C(C)(C)(C)OC(=O)N1C(CN(CC1)CC1=CC=CC=C1)CC(=O)OC